3-(6-(2H-1,2,3-triazol-2-yl)pyrid-3-yl)-1-(2,6-difluorobenzyl)-5-((dimethyl-amino)methyl)-6-(4-aminophenyl)thieno[2,3-d]pyrimidine-2,4(1H,3H)-dione N=1N(N=CC1)C1=CC=C(C=N1)N1C(N(C2=C(C1=O)C(=C(S2)C2=CC=C(C=C2)N)CN(C)C)CC2=C(C=CC=C2F)F)=O